Cl.[N+](=O)([O-])C1=C(N)C=C(C=C1)C=1CCNCC1 2-nitro-5-(1,2,3,6-tetrahydropyridin-4-yl)aniline hydrochloride